[Na+].O=C(C(=O)[O-])CCC(=O)[O-].[Na+] ketoglutarate sodium